Chloro-N-ethoxy-4-((2-(methoxy-d3)-3-(pyrimidin-2-yl)phenyl)amino)nicotinamide ClC1=C(C(=O)NOCC)C(=CC=N1)NC1=C(C(=CC=C1)C1=NC=CC=N1)OC([2H])([2H])[2H]